l-1-(tert-Butyldimethylsilyl)-12-hydroxyoleyl alcohol [Si](C)(C)(C(C)(C)C)C(CCCCCCC\C=C/CC(CCCCCC)O)O